tert-butyl-4-(bis(4-fluorophenyl)methyl)-2-carbamoylpiperazine-1-carboxylate C(C)(C)(C)OC(=O)N1C(CN(CC1)C(C1=CC=C(C=C1)F)C1=CC=C(C=C1)F)C(N)=O